ClC=1C=C(C=C(C1)NS(=O)(=O)C)NC(=O)C=1SC(=C(C1)C=1N=NN(C1)C1=CC=CC=C1)C N-(3-chloro-5-(methylsulfonamido)phenyl)-5-methyl-4-(1-phenyl-1H-1,2,3-triazol-4-yl)thiophene-2-carboxamide